ClC1=CC(=C(C(=C1)F)C(C)=O)F 1-(4-Chloro-2,6-difluorophenyl)ethanone